CC(CCCCCCCCC(=O)OC)CCCCCCC 10-Methyl-Heptadecanoic Acid, Methyl Ester